ClC1=NN=C(S1)NC(CSC=1NC(C2=C(N1)N(N=C2)C2CCOCC2)=O)=O N-(5-chloro-1,3,4-thiadiazol-2-yl)-2-((4-oxo-1-(tetrahydro-2H-pyran-4-yl)-4,5-dihydro-1H-pyrazolo[3,4-d]pyrimidin-6-yl)thio)acetamid